(S)-1-(Amino(1-((2-(trimethylsilyl)ethoxy)methyl)-1H-benzo[d]imidazol-6-yl)methyl)cyclopropane-1-carbonitrile hydrogen chloride Cl.N[C@H](C1(CC1)C#N)C=1C=CC2=C(N(C=N2)COCC[Si](C)(C)C)C1